N-(3-chloro-2,4-difluorophenyl)-2-((3-chloro-6-methyl-4-(trifluoromethyl)pyridin-2-yl)(1-(2,3-dihydroxypropyl)-1H-1,2,4-triazol-3-yl)amino)-N-(methyl-d3)acetamide ClC=1C(=C(C=CC1F)N(C(CN(C1=NN(C=N1)CC(CO)O)C1=NC(=CC(=C1Cl)C(F)(F)F)C)=O)C([2H])([2H])[2H])F